C(C)C1=NC=2N(C(=C1)NCC(N1CCCC1)C=1OC=CC1)N=CC2 5-ethyl-N-[2-(2-furanyl)-2-(1-pyrrolidinyl)ethyl]pyrazolo[1,5-a]pyrimidin-7-amine